FC1=C(C=CC=C1)S(=O)(=O)NC[C@@H](CC)O (R)-2-fluoro-N-(2-hydroxybutyl)benzenesulfonamide